N(=[N+]=[N-])CCCS(=O)(=O)[O-].[Na+] sodium 3-azidopropylsulfonate